COC1=C(C=CC=C1)C1=NC=CC=C1C(=O)OC methyl 2-(2-methoxyphenyl)pyridine-3-carboxylate